CC1(OB(OC1(C)C)C=1CCN(CC1)C(=O)OC(C)(C)C)C tert-butyl 4-(4,4,5,5-tetramethyl-1,3,2-dioxaborolan-2-yl)-3,6-dihydropyridine-1(2H)-formate